2-(3,3-difluoropyrrolidin-1-yl)-6-methylpyrimidine FC1(CN(CC1)C1=NC(=CC=N1)C)F